4-((3,8-dimethyl-2,3-dihydro-1H-pyrido[2,3-b][1,4]oxazin-7-yl)amino)-N-(4-(4-isopropylpiperazin-1-yl)phenyl)-2-oxo-1,2-dihydropyridine-3-carboxamide CC1CNC2=C(O1)N=CC(=C2C)NC2=C(C(NC=C2)=O)C(=O)NC2=CC=C(C=C2)N2CCN(CC2)C(C)C